FCCC1C2=C(C(NC1)=O)C=C(N2)C2=CC=NC1=CC=C(N=C21)OC 7-(2-fluoroethyl)-2-(6-methoxy-1,5-naphthyridin-4-yl)-1h,5h,6h,7h-pyrrolo[3,2-c]Pyridin-4-one